benzoyloxy-2-methyl-benzene C(C1=CC=CC=C1)(=O)OC1=C(C=CC=C1)C